N-(4-(4-Methylpiperazin-1-yl)phenyl)-4-((2-methylpyridin-4-yl)amino)-2-oxo-1,2-dihydropyridine-3-carboxamide CN1CCN(CC1)C1=CC=C(C=C1)NC(=O)C=1C(NC=CC1NC1=CC(=NC=C1)C)=O